methyl 3,4-difluoro-2-((2-fluoro-4-iodo-5-methylphenyl)amino)-5-formylbenzoate FC=1C(=C(C(=O)OC)C=C(C1F)C=O)NC1=C(C=C(C(=C1)C)I)F